C1(CC1)C=1C=C(C=2N(C1)C=C(N2)CNC=2C=C(C=1C=CC(=NC1C2)[C@@H]2[C@H](C2)C2=NC=CC(=N2)C)C#N)N2C(N(C(C2)=O)C)=O |r| rac-7-(((6-cyclopropyl-8-(3-methyl-2,4-dioxoimidazolidin-1-yl)imidazo[1,2-a]pyridin-2-yl)methyl)amino)-2-((1S*,2S*)-2-(4-methylpyrimidin-2-yl)cyclopropyl)quinoline-5-carbonitrile